FC1(CN(C1)C=1C=C2C(=CC=NC2=CC1)NC1=CC=C(C(=O)NC2=CC=C(C=C2)NC2=CC(=NC=C2)C)C=C1)F 4-((6-(3,3-difluoroazetidin-1-yl)quinolin-4-yl)amino)-N-(4-((2-methylpyridin-4-yl)amino)phenyl)benzamide